(R)-2-(2-(2,5-Difluorophenyl)pyrrolidin-1-yl)-N-(3-fluorobenzyl)-9H-purine-9-carboxamide FC1=C(C=C(C=C1)F)[C@@H]1N(CCC1)C1=NC=C2N=CN(C2=N1)C(=O)NCC1=CC(=CC=C1)F